7-fluoro-4-(4,4,5,5-tetramethyl-1,3,2-dioxaborolan-2-yl)benzo[d]thiazole FC1=CC=C(C=2N=CSC21)B2OC(C(O2)(C)C)(C)C